[Nd].[Ni].[Sb].[Sn].C(C1CCC(C(=O)N)CC1)(=O)N hexahydroTerephthalamide tin antimony nickel neodymium